3-(3-Cyclopentylpropoxy)-N-(4-(pyridin-2-ylmethoxy)phenyl)aniline C1(CCCC1)CCCOC=1C=C(NC2=CC=C(C=C2)OCC2=NC=CC=C2)C=CC1